3-[2-chloro-3-(4,4,5,5-tetramethyl-1,3,2-dioxaborolan-2-yl)phenyl]piperidine-2,6-dione ClC1=C(C=CC=C1B1OC(C(O1)(C)C)(C)C)C1C(NC(CC1)=O)=O